Lithium (R)-1-(1,1,1-trifluoropropan-2-yl)-1H-1,2,4-triazole-5-carboxylate FC([C@@H](C)N1N=CN=C1C(=O)[O-])(F)F.[Li+]